C(C1=CC=CC=C1)N(C(CCl)=O)C1=CC=C(C=C1)OC1=CC=C(C=C1)OCCCCCCCCCC=O N-benzyl-2-chloro-N-(4-(4-((10-oxodecyl)oxy)phenoxy)phenyl)acetamide